C[C@H]([C]1C=CC=C1P(C2=CC=CC=C2)C3=CC=CC=C3)P(C4CCCCC4)C5CCCCC5.C1=C[CH]C=C1.[Fe] (2R)-1-[(1R)-1-(dicyclohexylphosphino)ethyl]-2-(diphenylphosphino)ferrocene